C12(CC3CC(CC(C1)C3)C2)C(C(=O)N)OC2=NC(=NC(=C2)C2CCCC2)SC (ADAMANTAN-1-YL)-2-((6-CYCLOPENTYL-2-(METHYLTHIO)PYRIMIDIN-4-YL)OXY)ACETAMIDE